Beta-Alanin NCCC(=O)O